(4-(3-amino-1H-indazol-5-yl)pyridine-2-yl)-3-(2-methoxyethyl)urea NC1=NNC2=CC=C(C=C12)C1=CC(=NC=C1)NC(=O)NCCOC